CN(C1=C(C(=CC=C1)N(C)C)C1=C(C(=CC=C1OC)OC)P)C (2',6'-bis(dimethylamino)-3,6-dimethoxybiphenyl-2-yl)phosphine